(3aS,4S,5S,6aR)-2-((R)-2-(6-chloro-5-hydroxypyridin-2-yl)-2-hydroxyethyl)-5-phenoxyhexahydrocyclopenta[c]pyrrole-3a,4(1H)-diol ClC1=C(C=CC(=N1)[C@@H](CN1C[C@@H]2[C@](C1)([C@H]([C@H](C2)OC2=CC=CC=C2)O)O)O)O